The molecule is an oxime O-ether obtained by formal condensation of glyceraldehyde with O-methylhydroxylamine. It is an oxime O-ether and a glycol. It derives from a glyceraldehyde. CO/N=C/C(CO)O